(E)-5-(4-bromophenyl)pent-2-enoic acid ethyl ester C(C)OC(\C=C\CCC1=CC=C(C=C1)Br)=O